CN(C1=NC(=NC(=N1)NCCC)NCCC)OCC=1SC=CC1 6-(methyl-(thiophen-2-ylmethoxy)amino)-N2,N4-dipropyl-1,3,5-triazine-2,4-diamine